1-[3-(2-hydroxyphenyl)prop-2-enyl]imidazol OC1=C(C=CC=C1)C=CCN1C=NC=C1